COC1=C(C=CC=C1C1=NN(C=N1)C)NC1=CC(=NC2=CC=C(N=C12)C)NC(=O)C1CC1 N-(4-((2-methoxy-3-(1-methyl-1H-1,2,4-triazol-3-yl)phenyl)amino)-6-methyl-1,5-naphthyridin-2-yl)cyclopropanecarboxamide